3-carboxy-α-methyl-2-pyridinebutyric acid C(=O)(O)C=1C(=NC=CC1)CCC(C(=O)O)C